4-[3-(1,3-dimethylpyrazol-4-yl)phenyl]-4-ethyl-7,7-dimethyl-2,9-bis(2-trimethylsilylethoxymethyl)-6,8-dihydropyrazolo[3,4-b]quinolin-5-one CN1N=C(C(=C1)C=1C=C(C=CC1)C1(C=2C(N(C=3CC(CC(C13)=O)(C)C)COCC[Si](C)(C)C)=NN(C2)COCC[Si](C)(C)C)CC)C